[4-(2,5-dioxopyrrol-1-yl) cyclohexyl]-4-[5-[3-[2-(4-tert-butoxy-4-oxo-butanoyl)-4-fluoro-6-methoxy-isoindolin-5-yl] oxypropoxy]-4-fluoro-6-methoxy-benzothiophen-2-yl]-4-oxo-butanoate O=C1N(C(C=C1)=O)C1CCC(CC1)OC(CCC(=O)C=1SC2=C(C1)C(=C(C(=C2)OC)OCCCOC=2C(=C1CN(CC1=CC2OC)C(CCC(=O)OC(C)(C)C)=O)F)F)=O